1-(3-amino-1-(4-((6-amino-9H-purin-9-yl)methyl)-6-(2-(difluoromethyl)-4-fluorophenyl)pyridin-3-yl)piperidin-3-yl)-2,2-difluoroethan-1-ol NC1(CN(CCC1)C=1C=NC(=CC1CN1C2=NC=NC(=C2N=C1)N)C1=C(C=C(C=C1)F)C(F)F)C(C(F)F)O